6-((3-((S)-3-(3-cyano-5-fluorophenyl)isoxazolidine-2-carbonyl)cyclobutyl)amino)pyrimidine-4-carbonitrile C(#N)C=1C=C(C=C(C1)F)[C@H]1N(OCC1)C(=O)C1CC(C1)NC1=CC(=NC=N1)C#N